Ethyl (Z)-3-((3-ethyl-7-(methylthio)-1,1-dioxido-5-phenyl-3-propyl-2,3,4,5-tetrahydrobenzo-1,5-thiazepin-8-yl)oxy)-2-fluoroacrylate C(C)C1(CS(C2=C(N(C1)C1=CC=CC=C1)C=C(C(=C2)O\C=C(\C(=O)OCC)/F)SC)(=O)=O)CCC